didodecyl-D-glutamic acid chloride C(CCCCCCCCCCC)N([C@H](CCC(=O)Cl)C(=O)Cl)CCCCCCCCCCCC